P(O)(=O)(OP(=O)(O)OP(=O)(O)O)OC[C@@H]1[C@H]([C@H]([C@@H](O1)C1=CN(C(=O)NC1=O)CC(OCC)OCC)O)O 1-(2,2-diethoxyethyl)pseudouridine triphosphate